CC1=CC=C2C=CNC(C2=C1)=O 7-methylisoquinolin-1(2H)-one